CN1C2=C(OC[C@@H](C1=O)NC(OC(C)(C)C)=O)C=CC=N2 tert-Butyl (S)-(5-methyl-4-oxo-2,3,4,5-tetrahydropyrido[3,2-b][1,4]oxazepin-3-yl)carbamate